2-(6-{5-chloro-2-[(oxacyclohex-4-yl)amino]pyrimidin-4-yl}-1-oxo-2,3-dihydro-1H-isoindol-2-yl)-N-methyl-N-(2-methylbutan-2-yl)acetamide ClC=1C(=NC(=NC1)NC1CCOCC1)C1=CC=C2CN(C(C2=C1)=O)CC(=O)N(C(C)(CC)C)C